FC=1C=C(C2=C(C(=C(S2)C(C(F)(F)F)NC(NC=2C=NC(=NC2)N2CC(C2)F)=O)C)C1)F 3-[1-(5,7-difluoro-3-methyl-1-benzothiophen-2-yl)-2,2,2-trifluoroethyl]-1-[2-(3-fluoroazetidin-1-yl)pyrimidin-5-yl]urea